NC1=C(C2=C(S1)C(=CC=C2C2=C1C=CN3C1=C(C=C2F)C(N2C(CC3)CNCC2)=O)F)C#N 2-Amino-7-fluoro-4-(2-fluoro-14-oxo-8,8a,9,10,11,12-hexahydro-7H,14H-pyrazino[1',2':5,6][1,5]diazocino[3,2,1-hi]indol-3-yl)benzo[b]thiophene-3-carbonitrile